1,3-dimethyl-3-(N,N-dimethylaminosulfonylmethyl)-2-oxo-pyrrolo[2,3-b]pyridine CN1C(C(C=2C1=NC=CC2)(CS(=O)(=O)N(C)C)C)=O